O[C@H]1[C@@H](O[C@@H]([C@H]1O)CO)N1C=NC=2C(N3[C@H](C[C@H](NC3=NC12)C)O)=O (11R,13S)-6-[(2R,3R,4S,5R)-3,4-Dihydroxy-5-(hydroxymethyl)tetrahydrofur-2-yl]-13-hydroxy-11-methyl-1,4,6,8,10-pentaazatricyclo[7.4.0.03,7]trideca-3(7),4,8-trien-2-one